C(C)(C)(C)C1=NN2C(N=C(C3=CC=CC=C23)NC2=CC(=NN2C2=CC=CC=C2)C(C)(C)C)=C1 (tert-butyl)-N-(3-(tert-butyl)-1-phenyl-1H-pyrazol-5-yl)pyrazolo[1,5-a]quinazolin-5-amine